oxo-4,5-dihydro-3H-1-thia-3,5,8-triazaacenaphthylene O=C1NC2=CSC=3N=CC=C(N1)C32